5-phenyl-5H-pyrrolo[3,2-d]Pyrimidine C1(=CC=CC=C1)N1C=CC=2N=CN=CC21